ClC1=C(C(=O)O)C=CC(=C1)C(C1=C(C=CC=C1)OCOCC)=O 2-chloro-4-(2-(ethoxymethoxy)benzoyl)benzoic acid